CC1=C(OC(C(=O)O)(C)C)C(=CC(=C1)CN1CCN(CC1)C1=NC=C(C=C1)S(=O)(=O)C)C 2-(2,6-Dimethyl-4-((4-(5-(methylsulfonyl)pyridin-2-yl)piperazin-1-yl)methyl)phenoxy)-2-methylpropanoic acid